CC1C(N(C=2C3=C(NN=C3C1)C=CN2)C2CCOCC2)=O 8-methyl-6-(tetrahydro-2H-pyran-4-yl)-2,6,8,9-tetrahydro-7H-1,2,5,6-tetraazabenzo[cd]azulen-7-one